5-Amino-1-methyl-1H-pyrazole-3-carboxylic acid ethyl ester C(C)OC(=O)C1=NN(C(=C1)N)C